C(=O)(O)NNC(=O)O dicarboxyl-hydrazine